N-[4-(cyanomethyl)-2-fluoro-phenyl]-5-(2-fluorophenyl)-1H-pyrrole-3-sulfonamide C(#N)CC1=CC(=C(C=C1)NS(=O)(=O)C1=CNC(=C1)C1=C(C=CC=C1)F)F